O1C(CCCC1)N1N=CC2=CC(=CC=C12)C#N 1-(tetrahydro-2H-pyran-2-yl)-1H-indazole-5-carbonitrile